(8-endo)-3-(2-(trifluoromethyl)pyridin-4-yl)-3-azabicyclo[3.2.1]Octane-8-amine FC(C1=NC=CC(=C1)N1CC2CCC(C1)C2N)(F)F